tert-butyl 8-(cyanomethyl)-11,11-difluoro-8-hydroxy-3,4,8,9,10,11-hexahydro-1H-pyrido[4',3':3,4]pyrazolo[1,5-a]azepine-2(7H)-carboxylate C(#N)CC1(CCC(C=2N(C1)N=C1C2CN(CC1)C(=O)OC(C)(C)C)(F)F)O